S(=O)(=O)([O-])[O-].C(CCC)[N+](CCCC)(CCCC)CCCC.C(CCC)[N+](CCCC)(CCCC)CCCC Tetrabutylammonium Sulfate